5-(5-(dimethylcarbamoyl)pyridin-2-yl)-1-methyl-1H-indazole-3-carboxylic acid CN(C(=O)C=1C=CC(=NC1)C=1C=C2C(=NN(C2=CC1)C)C(=O)O)C